(1-(2-((9H-fluoren-9-ylidene)amino)-2-phenylethyl)cyclohexyl)acetonitrile C1=CC=CC=2C3=CC=CC=C3C(C12)=NC(CC1(CCCCC1)CC#N)C1=CC=CC=C1